1-Oxaspiro[2.5]octane-6-carboxylic acid ethyl ester C(C)OC(=O)C1CCC2(CO2)CC1